methyl (Z)-4-hydroxy-3-(((3-hydroxypropyl)imino)methyl)benzoate OC1=C(C=C(C(=O)OC)C=C1)\C=N/CCCO